2-(4-chloro-3-fluorophenoxy)-N-{3-[(pyrrolo[1,2-a]pyrazin-1-yl)amino]bicyclo[1.1.1]pent-1-yl}acetamide ClC1=C(C=C(OCC(=O)NC23CC(C2)(C3)NC=3C=2N(C=CN3)C=CC2)C=C1)F